2-methyl-N-(4-(N-(4,5,6,7-tetrahydro-2H-indazol-5-yl)sulfamoyl)naphthalen-1-yl)benzamide CC1=C(C(=O)NC2=CC=C(C3=CC=CC=C23)S(NC2CC3=CNN=C3CC2)(=O)=O)C=CC=C1